CC1(CCC(CC1)C1=CC=C(C=C1)NCCNC(OC(C)(C)C)=O)C tert-butyl (2-((4-(4,4-dimethylcyclohexyl)phenyl)amino)ethyl)carbamate